methyl-heptene CC=CCCCCC